tert-Butyl 2-(3-((2-(4-methoxyphenyl)quinolin-4-yl)amino)propyl)hexahydro-1H-pyrrolo[3,4-c]pyridine-5(6H)-carboxylate COC1=CC=C(C=C1)C1=NC2=CC=CC=C2C(=C1)NCCCN1CC2CN(CCC2C1)C(=O)OC(C)(C)C